5-amino-2-phenyl-2,4-dihydro-3H-pyrazol-3-one NC=1CC(N(N1)C1=CC=CC=C1)=O